N-(1-(6-(3-methoxytetrahydrofuran-3-yl)pyridin-2-yl)-1H-pyrrolo[3,2-c]pyridin-6-yl)acetamide COC1(COCC1)C1=CC=CC(=N1)N1C=CC=2C=NC(=CC21)NC(C)=O